(3-(4-cyanophenyl)imidazo[1,2-a]pyrazin-6-yl)-2-fluorobenzoic acid C(#N)C1=CC=C(C=C1)C1=CN=C2N1C=C(N=C2)C=2C(=C(C(=O)O)C=CC2)F